2-amino-N-(3-isopropoxypropyl)benzamide NC1=C(C(=O)NCCCOC(C)C)C=CC=C1